C1(CC1)S(=O)(=O)C1=CC(=C(C=C1)NCC#CC=1N(C2=CC=CC(=C2C1)NC1CCN(CC1)CC(COC)O)CC(F)(F)F)OC 1-(4-{[2-(3-{[4-(cyclopropanesulfonyl)-2-methoxyphenyl]amino}prop-1-yn-1-yl)-1-(2,2,2-trifluoroethyl)-1H-indol-4-yl]amino}piperidin-1-yl)-3-methoxypropan-2-ol